FC(C1=CC=C(C=C1)C=1N=C(N2C1C=CC=C2)C2CN(CC2)C(C=C)=O)(F)F 1-(3-(1-(4-(trifluoromethyl)phenyl)imidazo[1,5-a]pyridin-3-yl)pyrrolidin-1-yl)prop-2-en-1-one